CC(C)OC1=C(N)C=CC=C1 2-(1-methylethoxy)aniline